C(=O)O.NC(C(=O)NC1CCN(CC1)C1=NC(=C(C(=C1C#N)CC)C#N)SCC1=CC=CC=C1)(C)C 2-Amino-N-(1-(6-(benzylthio)-3,5-dicyano-4-ethylpyridin-2-yl)piperidin-4-yl)-2-methylpropanamide, Formic acid salt